C(C1=CC=CC=C1)O[C@@H]1C[C@]2(N(C=3C(=NN=C(C3)C3=C(C(=CC=C3)F)OC)N(C2)C(=O)OC(C)(C)C)C1)CC tert-Butyl (6aR,8R)-8-(benzyloxy)-6a-ethyl-2-(3-fluoro-2-methoxyphenyl)-6a,7,8,9-tetrahydropyrrolo[1',2':4,5]pyrazino[2,3-c]pyridazine-5(6H)-carboxylate